4-(3-bromo-4-fluorophenyl)-3-(4-((1-(dimethylphosphoryl)piperidin-3-yl)thio)-1,2,5-oxadiazol-3-yl)-1,2,4-oxadiazol-5(4H)-one BrC=1C=C(C=CC1F)N1C(=NOC1=O)C1=NON=C1SC1CN(CCC1)P(=O)(C)C